ClC=1C=CC2=C(N=CN2)C1 6-chloro-benzo[d]imidazole